ClC1=CC=C(C=C1)N1C(=C(C=C1C)C(CN1CCCCC1)=O)CC 1-(1-(4-Chlorophenyl)-2-ethyl-5-methyl-1H-pyrrol-3-yl)-2-(piperidin-1-yl)ethanone